1-((3aR,6aS)-5-(6-chloro-1H-indazol-4-yl)hexahydropyrrolo[3,4-c]pyrrol-2(1H)-yl)ethanone ClC1=CC(=C2C=NNC2=C1)N1C[C@@H]2[C@H](C1)CN(C2)C(C)=O